C1(=CC=CC=C1)C1OC2=C(CN1)C=CC=C2 2-phenyl-3,4-dihydro-2H-benzo[1,3]oxazine